tert-butyl 6-((4-((2-fluoro-4-((1-(2-methoxypyrimidin-5-yl)-1H-pyrazol-3-yl)oxy)phenyl)amino)-7-methoxyquinazolin-6-yl)oxy)-2-azaspiro[3.3]heptane-2-carboxylate FC1=C(C=CC(=C1)OC1=NN(C=C1)C=1C=NC(=NC1)OC)NC1=NC=NC2=CC(=C(C=C12)OC1CC2(CN(C2)C(=O)OC(C)(C)C)C1)OC